C(O)(O)=O.C1(=CC=CC=2NC3=CC=CC=C3N(C12)CCO)CCO 10-phenazinediethanol carbonate